[2-(1-methylpyrazol-4-yl)thiazol-5-yl]methanone CN1N=CC(=C1)C=1SC(=CN1)C=O